8-methoxy-7-[(3S)-oxolan-3-yloxy]pyrazolo[1,5-a]quinazolin-5-amine COC1=C(C=C2C(=NC=3N(C2=C1)N=CC3)N)O[C@@H]3COCC3